NC=1N=NC(=CN1)C1=CC(=C(NC)C=C1)F 4-(3-amino-1,2,4-triazin-6-yl)-2-fluoro-N-methylaniline